C(C)OCCOC(C)=O 2-Ethoxyethylacetat